1-hydroxybenzotriazole sodium salt [Na].ON1N=NC2=C1C=CC=C2